C(C=C)(=O)OC(C(OC(C=C)=O)COC(C=C)=O)OCC ethoxyglycerol triacrylate